di-(ethylthioethyl)amine C(C)SCCNCCSCC